Ammonium Ammonium 3-(2-chloro-3-(1,4-benzodioxan-6-yl)anilino)isothiazolo[4,5]naphthyridine ClC1=C(NN2SCC3=C2C=NC=2N=CC=CC32)C=CC=C1C1=CC3=C(OCCO3)C=C1.[NH4+].[NH4+]